C(=O)O.N[C@@H]1CN(CC1)C([C@@H](C)NC(C1=C(C=C(C=C1)NC=1C=2N(C=CN1)C(=CN2)C=2C(=NNC2)C(F)(F)F)Cl)=O)=O N-[(2R)-1-[(3S)-3-aminopyrrolidin-1-yl]-1-oxopropan-2-yl]-2-chloro-4-[[3-[3-(trifluoromethyl)-1H-pyrazol-4-yl]imidazo[1,2-a]pyrazin-8-yl]amino]benzamide formate